CON1C(CCCC1(C)C)(C)C 1-methoxy-2,2,6,6-tetramethylpiperidine